N-[(1-benzyl-1H-benzimidazol-2-yl)-methyl]cyclohexylamine C(C1=CC=CC=C1)N1C(=NC2=C1C=CC=C2)CNC2CCCCC2